NC=1C2=C(N=CN1)N(C=C2C#CC2=CC=CC1=CC=CC=C21)[C@@H]2O[C@@H]([C@H]([C@H]2O)O)CSCC=2C(=NOC2C2=CC=CC=C2)C (2R,3R,4S,5S)-2-(4-Amino-5-(naphthalen-1-ylethynyl)-7H-pyrrolo[2,3-d]pyrimidin-7-yl)-5-((((3-methyl-5-phenylisoxazol-4-yl)methyl)thio)methyl)tetrahydrofuran-3,4-diol